N-(4-(2,6,6-trimethylcyclohex-1-en-1-yl)butan-2-yl)aniline CC1=C(C(CCC1)(C)C)CCC(C)NC1=CC=CC=C1